C1(=CC=CC=C1)CC[N+](CC1=CC=CC=C1)(C)C (phenylethyl)-dimethylbenzylammonium